2,4-Dioxo-3-(2,4-difluorobenzyl)-N-phenyl-1,2,3,4-tetrahydropyrimidine-5-carboxamide O=C1NC=C(C(N1CC1=C(C=C(C=C1)F)F)=O)C(=O)NC1=CC=CC=C1